C(CC)OC=1C=C(C=CC1OCCC)C=1C=CC2=C(C=C(CCS2(=O)=O)C(=O)NC2=CC=C(C=C2)CN(C2CCOCC2)C)C1 7-(3,4-dipropoxyphenyl)-N-(4-((N-methyl-N-(tetrahydro-2H-pyran-4-yl)amino)methyl)phenyl)-1,1-dioxo-2,3-dihydro-1-benzothiepine-4-carboxamide